(E)-N-(3-((6-(2,6-dichloro-3,5-dimethoxyphenyl)-2-(isopropylamino)-7-oxopyrido[2,3-d]pyrimidin-8(7H)-yl)methyl)phenyl)-4-(dimethylamino)but-2-enamide ClC1=C(C(=C(C=C1OC)OC)Cl)C1=CC2=C(N=C(N=C2)NC(C)C)N(C1=O)CC=1C=C(C=CC1)NC(\C=C\CN(C)C)=O